2-(difluoromethyl)-N-(3-isobutyl-1,1-dimethylindan-4-yl)pyridine-3-carboxamide FC(C1=NC=CC=C1C(=O)NC1=C2C(CC(C2=CC=C1)(C)C)CC(C)C)F